FC(C(C(S(=O)(=O)[O-])(F)F)(F)F)(F)F.C(C)[N+]1=CC(=CC=C1)C 1-Ethyl-3-methylpyridinium heptafluoropropanesulfonate